CN(C)CCCC1=CC=CC=2C3=CC=CC=C3CC12 N,N-dimethylaminopropyl-fluorene